C(C1=CN=CC=C1)(=O)OC1=C(C(=CC(=C1)Cl)C=NC(CC1=CC=C(C=C1)OC(C(C)C)=O)C(COC)=O)O 5-chloro-2-hydroxy-3-((1-(4-(isobutyryloxy)-phenyl)-4-methoxy-3-oxobutan-2-ylimino)-methyl)phenyl nicotinate